1,3-dihydroxy-2-(hydroxymethyl)propan-2-aminium 2-[(4-{6-[(4-cyano-2-fluorobenzyl)oxy]pyridin-2-yl}piperidin-1-yl)methyl]-1-[(2S)-oxetan-2-ylmethyl]-1H-benzimidazole-6-carboxylate C(#N)C1=CC(=C(COC2=CC=CC(=N2)C2CCN(CC2)CC2=NC3=C(N2C[C@H]2OCC2)C=C(C=C3)C(=O)[O-])C=C1)F.OCC(CO)([NH3+])CO